C(C)(C)(C)OC(CC1=NN(C2=CC=CC=C12)CCC(=O)O)=O 3-(3-(2-(tert-butoxy)-2-oxoethyl)-1H-indazol-1-yl)propanoic acid